[Mg].N1=CN=C(C2=CC=CC=C12)N[C@@H](CCOC1CC(C1)CCC1=NC=2NCCCC2C=C1)C(=O)O N-(quinazolin-4-yl)-O-(3-(2-(5,6,7,8-tetrahydro-1,8-naphthyridin-2-yl)ethyl)cyclobutyl)homoserine magnesium